N-(1-(4-chlorobenzyl)-6-methylisoquinolin-5-yl)-4-((2,4-dimethoxybenzyl)amino)thieno[3,2-d]pyrimidine-7-carboxamide ClC1=CC=C(CC2=NC=CC3=C(C(=CC=C23)C)NC(=O)C2=CSC3=C2N=CN=C3NCC3=C(C=C(C=C3)OC)OC)C=C1